C([C@@H]1[C@H]([C@@H]([C@@H]([C@@H](O1)O[C@@H]2[C@H](O[C@H]([C@H]([C@H]2O)O)O[C@H]3[C@@H]([C@H](OC([C@H]3O)O)CO)O)CO)O)O)O)O The molecule is a mannotriose consisting of two beta-D-mannopyranose residues and a D-mannopyranose residue joined in sequence by (1->4) and (1->3) glycosidic bonds. It derives from a beta-mannobiose.